C1(CC1)[C@H](O)C=1C=C2N(N1)[C@H](C[C@H]2F)C2=CC=CC=C2 (S)-cyclopropyl-[(4R,6R)-4-fluoro-6-phenyl-5,6-dihydro-4H-pyrrolo[1,2-b]pyrazol-2-yl]methanol